(5-((tetrahydrofuran-3-yl)methoxy)pyridin-2-yl)methanol O1CC(CC1)COC=1C=CC(=NC1)CO